1-(4-fluorophenyl)-6-methyl-5-(1-((1-methyl-1H-pyrazol-4-yl)sulfonyl)-3-phenethylpyrrolidin-3-yl)-1H-indazole FC1=CC=C(C=C1)N1N=CC2=CC(=C(C=C12)C)C1(CN(CC1)S(=O)(=O)C=1C=NN(C1)C)CCC1=CC=CC=C1